tert-butyl (S)-2-(4-{4-[(2-aminoethyl)carbamoyl]phenyl}-2,3,9-trimethyl-6H-thieno[3,2-f][1,2,4]triazolo[4,3-a][1,4]diazepin-6-yl)acetate NCCNC(=O)C1=CC=C(C=C1)C1=N[C@H](C=2N(C3=C1C(=C(S3)C)C)C(=NN2)C)CC(=O)OC(C)(C)C